S(=O)(=O)([O-])[O-].[Co+2] Cobalt(II) sulfate